C(C)OC(=O)N1C2COCC1CC(C2)N2CCC(CC2)C(NCC(C)C)=O 7-{4-[(2-methylpropyl)carbamoyl]piperidin-1-yl}-3-oxa-9-azabicyclo[3.3.1]nonane-9-carboxylic acid ethyl ester